C(C)(C)(C)OC(=O)N1C[C@@H](CC1)NC(C)=O.NC=1C=C(C(C)C2=CC(=CC=C2)C(C2=CC(=CC=C2C)N)C)C(=CC1)C 1,3-bis(3-amino-alpha,6-dimethylbenzyl)benzene Tert-butyl-(3R)-3-acetamidopyrrolidine-1-carboxylate